C(CC(=C)C)F isopentenyl fluoride